N-butylimidazolium C(CCC)N1C=[NH+]C=C1